C1(CC1)CCN(C1=C2CN(C(C2=CC=C1)=O)N1C(CCCC1=O)=O)C1CCC(CC1)NCCCC(F)(F)F 4-[(2-cyclopropylethyl)[(1s,4s)-4-[(4,4,4-trifluorobutyl)amino]cyclohexyl]amino]-1-oxo-3H-isoindol-2-ylpiperidine-2,6-dione